N1=CC(=CC=C1)C=CC(=O)C1=CC=NC=C1 3-(3-pyridyl)-1-[4-pyridyl]-2-propen-1-one